methyl 3-(5-(1,3-dioxolan-2-yl)-6-(((R)-1-(2-fluoro-3-(trifluoromethyl) phenyl) ethyl) amino)-2-methylpyrimidin-4-yl)-1-methyl-5-oxopyrrolidine-3-carboxylate O1C(OCC1)C=1C(=NC(=NC1N[C@H](C)C1=C(C(=CC=C1)C(F)(F)F)F)C)C1(CN(C(C1)=O)C)C(=O)OC